[N+](=O)([O-])C1=CC=C(C=C1)NNC(=O)C=1C=NC=CC1 N'-(4-nitrophenyl)-3-pyridinecarbohydrazide